(1S,3R,4S,5R)-3-((5-chloro-4-(8-fluoro-3-(2-hydroxypropan-2-yl)-4-methylquinolin-6-yl)pyrimidin-2-yl)amino)-6,8-dioxabicyclo[3.2.1]octan-4-ol ClC=1C(=NC(=NC1)N[C@@H]1C[C@H]2CO[C@@H]([C@H]1O)O2)C=2C=C1C(=C(C=NC1=C(C2)F)C(C)(C)O)C